1-(2-(2-Hydroxyethoxy)ethyl)-N-(2-hydroxyethyl)-1H-pyrazole-3-carboxamide OCCOCCN1N=C(C=C1)C(=O)NCCO